1,4-dimethylquinolin-1-ium iodide [I-].C[N+]1=CC=C(C2=CC=CC=C12)C